(7R)-7-(4-Fluorophenyl)-N4-methyl-N2-[3-(4-methylimidazol-1-yl)-1-bicyclo[1.1.1]pentanyl]-6,7-dihydro-5H-cyclopenta[d]pyrimidin-2,4-diamin FC1=CC=C(C=C1)[C@H]1CCC2=C1N=C(N=C2NC)NC21CC(C2)(C1)N1C=NC(=C1)C